1-(4-(5-bromo-1-tosyl-1H-pyrrolo[2,3-b]pyridin-3-yl)phenyl)-N,N-dimethylmethanamine BrC=1C=C2C(=NC1)N(C=C2C2=CC=C(C=C2)CN(C)C)S(=O)(=O)C2=CC=C(C)C=C2